{6-[(1R,2S)-5'-methoxy-2'-oxo-1',2'-dihydrospiro[cyclopropane-1,3'-indol]-2-yl]-1H-indazol-3-yl}aminobenzene-1-sulfonamide COC=1C=C2[C@]3(C(NC2=CC1)=O)[C@@H](C3)C3=CC=C1C(=NNC1=C3)NC3=C(C=CC=C3)S(=O)(=O)N